4-Methyl-4-(N-(prop-2-yn-1-yl)acetamido)piperidin-1-ium tert-butyl-(3R)-3-(1-(tert-butoxy)-3-(2-formylbenzofuran-4-yl)-1-oxopropane-2-yl)pyrrolidine-1-carboxylate C(C)(C)(C)OC(=O)N1C[C@H](CC1)C(C(=O)OC(C)(C)C)CC1=CC=CC2=C1C=C(O2)C=O.CC2(CC[NH2+]CC2)N(C(C)=O)CC#C